FC=1C(=NC(=NC1)NC1CCC(CC1)NCC(=O)OC)C1=CN=C2N1C=CC=C2 Methyl ((1r,4r)-4-((5-fluoro-4-(imidazo[1,2-a]pyridin-3-yl)pyrimidin-2-yl)amino)cyclohexyl)glycinate